1-(4-(3-(3,4-dichlorophenyl)-1,2,4-oxadiazol-5-yl)piperidin-1-yl)-2-(3-methylpyrazin-2-yl)ethan-1-one ClC=1C=C(C=CC1Cl)C1=NOC(=N1)C1CCN(CC1)C(CC1=NC=CN=C1C)=O